C(CCCCCCCCCCCCCCC)C1=C(C(=O)C2=CC=CC=C2)C=CC=C1 cetyl-benzophenone